[N+](=O)([O-])C1=C(C=CC(=C1)[N+](=O)[O-])NCCOCCOCC(=O)O 2-(2-(2-((2,4-dinitrophenyl)amino)ethoxy)ethoxy)acetic acid